6,8-dichloro-octanoic acid methyl ester COC(CCCCC(CCCl)Cl)=O